C(CCCCCCC\C=C/C\C=C/CCCCC)(=O)OC[C@@H](OC(CCCCCCC\C=C/C\C=C/CCCCC)=O)COP(=O)([O-])OCC[N+](C)(C)C 1,2-dilinoleoyl-sn-glycero-3-phosphocholine